N,N'-(([1,2,5]oxadiazolo[3,4-b]pyrazine-5,6-diylbis(azanediyl))bis(4,1-phenylene))bis(2,2,2-trifluoroacetamide) N=1ON=C2C1N=C(C(=N2)NC2=CC=C(C=C2)NC(C(F)(F)F)=O)NC2=CC=C(C=C2)NC(C(F)(F)F)=O